C(C)OC1=NC=CC(=N1)C1=CC=2C=NC(=CC2N1)NC(=O)C1CC(C1)(C(F)(F)F)O (1r,3r)-N-(2-(2-ethoxypyrimidin-4-yl)-1H-pyrrolo[3,2-c]pyridin-6-yl)-3-hydroxy-3-(trifluoromethyl)cyclobutanecarboxamide